2-((2-(((3-(3-amino-6-methoxypyridin-2-yl)propyl)(tert-butoxycarbonyl)amino)methyl)-4-fluorophenyl)amino)-5-fluoro-4-(trifluoromethyl)benzoic acid NC=1C(=NC(=CC1)OC)CCCN(C(=O)OC(C)(C)C)CC1=C(C=CC(=C1)F)NC1=C(C(=O)O)C=C(C(=C1)C(F)(F)F)F